(R)-4-(6-chloro-4-iodopyridin-2-yl)-3-methylmorpholine ClC1=CC(=CC(=N1)N1[C@@H](COCC1)C)I